C(C)C1=C(C=CC=C1)CCC1=CC=CC=C1 Ethyl-(phenylethyl)benzene